C(N)(=O)CC=1C(NC(NC1)=O)=O 5-carbamoylmethyl-uracil